(1r,2'S,4S)-2'-{(2R)-3-[(2-aminopyridin-4-yl)oxy]-2-methylpropyl}-4-(3-chloroanilino)-2',3'-dihydrospiro[cyclohexane-1,1'-indene]-4-carboxylic acid NC1=NC=CC(=C1)OC[C@@H](C[C@@H]1C2(C3=CC=CC=C3C1)CCC(CC2)(C(=O)O)NC2=CC(=CC=C2)Cl)C